C(=O)(OC(C)(C)C)C(C(=O)O)(CC)N Boc-DL-2-aminobutanoic acid